(4S)-N-((R or S)-(3-chlorophenyl)(4-(trifluoromethoxy)phenyl)methyl)-2-oxoimidazolidine-4-carboxamide ClC=1C=C(C=CC1)[C@H](NC(=O)[C@H]1NC(NC1)=O)C1=CC=C(C=C1)OC(F)(F)F |o1:7|